tert-butyl-(2R)-2-{[2-ethyl-4-{2-[(5-fluoropyridin-2-yl)amino]-2-oxoethyl}-5,8-dioxo-5,8-dihydro-4H-pyrazolo[1,5-a]pyrrolo[3,4-d]pyrimidin-6(7H)-yl]methyl}morpholine C(C)(C)(C)N1C[C@@H](OCC1)CN1C(C=2N(C=3N(C(C2C1)=O)N=C(C3)CC)CC(=O)NC3=NC=C(C=C3)F)=O